(S)-2-amino-4-(5-Oxo-4,5-dihydro-1,2,4-oxadiazol-3-yl)butyric acid N[C@H](C(=O)O)CCC1=NOC(N1)=O